FC(CN1N=NC(=C1)C(=O)NCC1=NC=CC(=C1)C(F)(F)F)CCC=1SC(=NN1)NC(CC1=NC=CC=C1)=O 1-(2-fluoro-4-(5-(2-(pyridin-2-yl)acetamido)-1,3,4-thiadiazol-2-yl)butyl)-N-((4-(trifluoromethyl)pyridin-2-yl)methyl)-1H-1,2,3-triazole-4-carboxamide